C1(=CC=CC=C1)C=1OC(=NN1)C1=CC=CC=C1 2,5-diphenyl-1,3,4-oxadiazole